C1(=CCCCC1)C=1C(=NN2C1NC(=C(C2=O)C2=CC=C(C=C2)O)NC2=NC=CN=C2)C2=CC=CC=C2 3-cyclohexenyl-6-(4-hydroxyphenyl)-2-phenyl-5-(pyrazin-2-ylamino)pyrazolo[1,5-a]pyrimidin-7(4H)-one